4'-((2s,5R)-4-acryloyl-5-methylmorpholin-2-yl)-6'-chloro-N,6-dimethyl-[2,2'-bipyridine]-4-carboxamide C(C=C)(=O)N1C[C@@H](OC[C@H]1C)C1=CC(=NC(=C1)Cl)C1=NC(=CC(=C1)C(=O)NC)C